C(C)(C)(C)N(C(O)=O)CCC=1OC2=C(C(=NC=C2)NCC2=NC=CC=C2F)N1.NCCC=1OC2=C(C(=NC=C2)NCC2=NC=CC=C2F)N1 2-(2-aminoethyl)-N-((3-fluoropyridin-2-yl)methyl)oxazolo[4,5-c]pyridin-4-amine tert-butyl-(2-(4-(((3-fluoropyridin-2-yl)methyl)amino)oxazolo[4,5-c]pyridin-2-yl)ethyl)carbamate